C(C)P1(OC2=CC=CC=C2C=2C=CC=CC12)=O 10-ethyl-9,10-dihydro-9-oxa-10-phosphaphenanthrene-10-oxide